FC(OC1=C(C=C(C=C1)OC1=CC=C(C=C1)CN1C[C@H](CCC1)O)C1=NN(C=C1NC(=O)C=1C=NN2C1N=CC=C2)C)F |r| N-[3-[2-(difluoromethoxy)-5-[4-[[rac-(3S)-3-hydroxy-1-piperidyl]methyl]phenoxy]phenyl]-1-methyl-pyrazol-4-yl]pyrazolo[1,5-a]pyrimidine-3-carboxamide